Benzyl (2S)-4-(((methylsulfonyl)oxy)methyl)-1-((phenoxathiine-3-carbonyl) glycyl)pyrrolidine-2-carboxylate CS(=O)(=O)OCC1C[C@H](N(C1)C(CNC(=O)C=1C=CC=2SC3=CC=CC=C3OC2C1)=O)C(=O)OCC1=CC=CC=C1